methyl 4-(2-(2-aminopyridin-3-yl)-5-(prop-1-en-2-yl)-3H-imidazo[4,5-b]pyridin-3-yl)benzoate NC1=NC=CC=C1C1=NC=2C(=NC(=CC2)C(=C)C)N1C1=CC=C(C(=O)OC)C=C1